(3-(4-(2-(3-(fluoromethyl)azetidin-1-yl)ethoxy)phenoxy)-6-hydroxybenzo[b]thiophen-2-yl)(o-tolyl)methanone FCC1CN(C1)CCOC1=CC=C(OC=2C3=C(SC2C(=O)C2=C(C=CC=C2)C)C=C(C=C3)O)C=C1